CC1CCC=2C1=NC(=CC2CN2C[C@H](CCC2)C)C(=O)[O-].[Li+] lithium 7-methyl-4-(((S)-3-methylpiperidin-1-yl)methyl)-6,7-dihydro-5H-cyclopenta[b]pyridine-2-carboxylate